4-(1H-tetrazol-1-yl)benzenesulfonyl chloride N1(N=NN=C1)C1=CC=C(C=C1)S(=O)(=O)Cl